C(CCCCC)OCCCCCCCCC1=NC2=CC=CC=C2C(=N1)N 8-(Hexyloxy)octylquinazolin-4-amine